5-[(3S)-3-[(cyclopropylamino)methyl]pyrrolidin-1-yl]-N-(8-methoxy-2-methyl-imidazo[1,2-a]pyrazin-6-yl)pyrazine-2-carboxamide C1(CC1)NC[C@H]1CN(CC1)C=1N=CC(=NC1)C(=O)NC=1N=C(C=2N(C1)C=C(N2)C)OC